triethanolamine tris(mercaptoacetate) SCC(=O)O.SCC(=O)O.SCC(=O)O.N(CCO)(CCO)CCO